(2S,4R)-1-(2-(3-cyanophenyl)propanoyl)-4-hydroxy-N-(4-(4-methylthiazol-5-yl)benzyl)pyrrolidine-2-carboxamide C(#N)C=1C=C(C=CC1)C(C(=O)N1[C@@H](C[C@H](C1)O)C(=O)NCC1=CC=C(C=C1)C1=C(N=CS1)C)C